3-chloro-6-[4-{[4-(3-methanesulfonylpropanesulfonyl)phenoxy]methyl}-2-methylpyrrolidin-1-yl]-5,6,7,8-tetrahydronaphthalene-1-carbonitrile ClC=1C=C(C=2CCC(CC2C1)N1C(CC(C1)COC1=CC=C(C=C1)S(=O)(=O)CCCS(=O)(=O)C)C)C#N